Methyl (R)-3-aminotetrahydrofuran-3-carboxylate N[C@]1(COCC1)C(=O)OC